C(#N)C1=CC(=CC2=C1SC(=C2)C=2SC(=C(N2)C)C(=O)O)C2=CC=NC=C2 2-(7-cyano-5-(pyridin-4-yl)benzo[b]thiophen-2-yl)-4-methylthiazole-5-carboxylic acid